C(C)(C)(C)OC(=O)N1OCC[C@@H]1C=1C=NC(=C(C1)C#N)C (3R)-3-(5-cyano-6-methyl-3-pyridinyl)isoxazolidine-2-carboxylic acid tert-butyl ester